tert-butyl (S)-4-acetyl-7-fluoro-3-methyl-3,4-dihydroquinoxaline-1(2H)-carboxylate C(C)(=O)N1[C@H](CN(C2=CC(=CC=C12)F)C(=O)OC(C)(C)C)C